tert-butyl (4-bromo-5-methyl-2H-1,2,3-triazol-2-yl)acetate BrC1=NN(N=C1C)CC(=O)OC(C)(C)C